(1R)-1-(4-piperidinyl)ethanol N1CCC(CC1)[C@@H](C)O